C1(CCCC1)N1C(=CC2=C1N=C(N=C2)NC2=NC=C(C=C2)N2CCN(CC2)CC=2C=C1C(N(C(C1=C(C2)F)=O)C2C(NC(CC2)=O)=O)=O)C(=O)N(C)C 7-cyclopentyl-2-((5-(4-((2-(2,6-dioxopiperidin-3-yl)-7-fluoro-1,3-dioxoisoindoline-5-yl)methyl)piperazin-1-yl)pyridin-2-yl)amino)-N,N-dimethyl-7H-pyrrolo[2,3-d]pyrimidine-6-carboxamide